1-(1-hydroxycyclopropyl)methanesulfonamide OC1(CC1)CS(=O)(=O)N